(1R,3S)-3-[3-({[4-methoxy-2-(methylsulfonyl)phenyl]acetyl} amino)-1H-pyrazol-5-yl]cyclopentylpropylcarbamate COC1=CC(=C(C=C1)CC(=O)NC1=NNC(=C1)[C@@H]1C[C@H](CC1)CCCNC([O-])=O)S(=O)(=O)C